FC1=C(C(=CC=C1)OC)F 1,2-difluoro-3-methoxybenzene